CCCCC/C=C\\CC(/C=C/C=C\\CCCCCCC(=O)O)OO The molecule is a hydroperoxy fatty acid that is (8Z,10E,14Z)-icosatrienoic acid in which the hydroperoxy group is located at position 12. It is a hydroperoxy fatty acid, a long-chain fatty acid, a polyunsaturated fatty acid and an icosanoid. It is a conjugate acid of a 12-HPE(8,10,14)TrE(1-).